COC(CCCCCCN1C(CCC2=CC=C(C=C12)CCN1CCN(CC1)C1=CC(=CC2=C1C=CS2)F)=O)=O 7-(2-(4-(6-fluorobenzothiophen-4-yl)piperazin-1-yl)ethyl)-2-oxo-3,4-dihydroquinoline-1(2H)-Heptanoic acid methyl ester